5-chloro-2-((2-ethyl-4-fluorophenyl)-amino)-N-(6-methoxy-2-methylpyridin-3-yl)benzamide ClC=1C=CC(=C(C(=O)NC=2C(=NC(=CC2)OC)C)C1)NC1=C(C=C(C=C1)F)CC